3-[[4-(2,6-dimethylphenyl)-6-[(3s)-3-(spiro[2.3]hexan-5-ylamino)-4-[1-(trifluoromethyl)cyclopropyl]butyl]pyrimidin-2-yl]sulfamoyl]benzoic acid CC1=C(C(=CC=C1)C)C1=NC(=NC(=C1)CC[C@@H](CC1(CC1)C(F)(F)F)NC1CC2(CC2)C1)NS(=O)(=O)C=1C=C(C(=O)O)C=CC1